ClC1=NC(=NC(=C1)NC1=C(C=CC=C1)OC)C(=O)O 4-chloro-6-((2-methoxyphenyl)-amino)pyrimidine-2-carboxylic acid